C(SCC1=CC=CC=C1)(SCC1=CC=CC=C1)=S Dibenzyl trithiocarbonate